P(=O)(OCC(C=1C=C(C=CC1)C)C=1C=C(C=CC1)C)([O-])[O-] di-m-tolylethyl phosphate